4-((2S,5S)-5-(ethoxymethyl)-2-methyl-4-(1-(4-(trifluoromethyl)phenyl)propyl)piperazin-1-yl)-1-methyl-2-oxo-1,2-dihydropyrido[3,2-d]pyrimidine-6-carbonitrile C(C)OC[C@H]1N(C[C@@H](N(C1)C=1C2=C(N(C(N1)=O)C)C=CC(=N2)C#N)C)C(CC)C2=CC=C(C=C2)C(F)(F)F